FC1(CC=C(C=C1)NC1=C(C(=O)OCC)C=CC(=C1)C(F)(F)F)OC ethyl 2-((4-fluoro-4-methoxy-phenyl)-amino)-4-(trifluoro-methyl)-benzoate